methyl-(tert-butoxycarbonyl)-L-valine CN([C@@H](C(C)C)C(=O)O)C(=O)OC(C)(C)C